magnesium bis(tetrafluoroborate) F[B-](F)(F)F.F[B-](F)(F)F.[Mg+2]